2-[3-[(4-methoxy-3-pyridyl)amino]prop-1-ynyl]-N-(1-methyl-4-piperidyl)-1-(2,2,2-trifluoroethyl)indol-4-amine COC1=C(C=NC=C1)NCC#CC=1N(C=2C=CC=C(C2C1)NC1CCN(CC1)C)CC(F)(F)F